methyl 1-(4-bromo-3-thienyl)azetidine-3-carboxylate BrC=1C(=CSC1)N1CC(C1)C(=O)OC